SCCC1=C(C(=CC=C1)CCS)CCS 1,2,3-tris(2-mercaptoethyl)benzene